FC(C1=NC(=NO1)C=1C=C2CCC(C2=CC1)NC(=O)C=1C=NN(C1)C)F N-(5-(5-(difluoromethyl)-1,2,4-oxadiazol-3-yl)-2,3-dihydro-1H-inden-1-yl)-1-methyl-1H-pyrazole-4-carboxamide